2,4-bis(4-methoxyphenyl)-1,3,2,4-dithiodiphosphetane-2,4-disulfide COC1=CC=C(C=C1)C23C([P+](P2S)(SS3)C4=CC=C(C=C4)OC)S